2,3-dimethyl-phenylalanine CC1=C(C[C@H](N)C(=O)O)C=CC=C1C